Fluorophenoxyacetic acid aza-anthranilate C(C=1C(N)=NC=CC1)(=O)O.FC(C(=O)O)OC1=CC=CC=C1